Cl.C(CCC)N1N=C2C(=N1)C=CC=C2 butyl-2H-benzotriazole hydrochloride